4-phenyl-2-((1-((tetrahydro-2H-pyran-3-yl)methyl)piperidin-4-yl)methyl)pyridazin-3(2H)-one C1(=CC=CC=C1)C=1C(N(N=CC1)CC1CCN(CC1)CC1COCCC1)=O